C12CNCC(CC1)N2C=2SC=1CN(CCC1N2)C([C@@H](C(C)C)C)=O (2R)-1-(2-(3,8-diazabicyclo[3.2.1]octan-8-yl)-6,7-dihydrothiazolo[5,4-c]pyridin-5(4H)-yl)-2,3-dimethylbutan-1-one